C(=O)(O)C1=CC=C(C=C1)NC([C@@H](CC1CC1)C1=[N+](C=C(C=C1)C1=C(C=CC(=C1)Cl)C(F)(F)F)[O-])=O |o1:11| (S)- or (R)-2-(1-((4-carboxyphenyl)amino)-3-cyclopropyl-1-oxopropan-2-yl)-5-(5-chloro-2-(trifluoromethyl)phenyl)pyridine 1-oxide